CC1(OB(OC1(C)C)C=1C=NN(C1)C1CCN(CC1)CCC#N)C 3-(4-(4-(4,4,5,5-Tetramethyl-1,3,2-dioxaborolan-2-yl)-1H-pyrazol-1-yl)piperidin-1-yl)propanenitrile